N=C(CCCSCCC(=O)OCCCCCCCCC)NCCCN(CCCCN(CCCNC(CCCSCCC(=O)OCCCCCCCCC)=N)CCCNC(CCCSCCC(OCCCCCCCCC)=O)=N)CCCNC(CCCSCCC(=O)OCCCCCCCCC)=N dinonyl 8,23-diimino-13,18-bis(3-(4-((3-(nonyloxy)-3-oxopropyl)thio)butanimidamido)propyl)-4,27-dithia-9,13,18,22-tetraazatriacontanedioate